1H-pyrazolo[3,4-c]pyridazin-3-ol N1N=C(C=2C1=NN=CC2)O